C(CCCCCCCCCCCCCCCCCCCCCC)(=O)OC[C@@H](OC(CCCCCCCCCCCCCCCCCCCCCC)=O)CO 1,2-bis(tricosanoyl)-sn-glycerol